2,2,3,3-tetrafluoro-3-[[1,1,1,2,3,3-hexafluoro-3-[(1,2,2-trifluorovinyl)oxy]propan-2-yl]oxy]propionitrile FC(C#N)(C(OC(C(F)(F)F)(C(OC(=C(F)F)F)(F)F)F)(F)F)F